2-butyl-7-isopropoxy-1-(4-(((2-methoxyethyl)amino)methyl)benzyl)-1H-imidazo[4,5-d]pyridazin-4-amine C(CCC)C1=NC=2C(=C(N=NC2N)OC(C)C)N1CC1=CC=C(C=C1)CNCCOC